(S)-N-(1-(7-bromo-2-methyl-4-oxo-3,4-dihydroquinazolin-6-yl)pyrrolidin-3-yl)acetamide BrC1=C(C=C2C(NC(=NC2=C1)C)=O)N1C[C@H](CC1)NC(C)=O